(4R,5R,6S)-4-Nitrobenzyl-6-((R)-1-((tert-butyldimethylsilyl)oxy)ethyl)-4-methyl-7-oxo-3-(((trifluoromethyl)sulfonyl)oxy)-1-azabicyclo[3.2.0]hept-2-ene-2-carboxylate [N+](=O)([O-])C1=CC=C(COC(=O)C=2N3C([C@@H]([C@H]3[C@H](C2OS(=O)(=O)C(F)(F)F)C)[C@@H](C)O[Si](C)(C)C(C)(C)C)=O)C=C1